Cl.Cl.N[C@@H]1C(N(C2=C(OC1)C=CC(=C2)OCC#CC=2C=NC=CC2)C)=O (S)-3-amino-5-methyl-7-((3-(pyridin-3-yl)prop-2-yn-1-yl)oxy)-2,3-dihydrobenzo[b][1,4]oxazepin-4(5H)-one dihydrochloride